3-(2,3-difluoro-4-nitrophenoxy)bicyclo[3.1.0]hexane FC1=C(OC2CC3CC3C2)C=CC(=C1F)[N+](=O)[O-]